C[Si](C#CC)(C)C trimethyl(prop-1-yn-1-yl)silane